P.P.[Rh] Rhodium diphosphine